C(C1=CC=CC=C1)O[C@H]1[C@H](O[C@@]2(C=CCO2)[C@@H](C1)OCC1=CC=CC=C1)COCC1=CC=CC=C1 (5S,7R,8R,9S,10R)-8,10-bis(benzyloxy)-7-((benzyloxy)methyl)-1,6-dioxaspiro[4.5]dec-3-ene